(S)-N-(5-([1,2,4]triazolo[1,5-a]pyridin-6-yl)-2-methylphenyl)-3-phenylisoxazolidine-2-carboxamide N=1C=NN2C1C=CC(=C2)C=2C=CC(=C(C2)NC(=O)N2OCC[C@H]2C2=CC=CC=C2)C